(S)-2,6-di-tert-butyloxycarbonylaminocaproyl-succinimide C(C)(C)(C)OC(=O)NC(C(=O)[C@H]1C(=O)NC(C1)=O)CCCCNC(=O)OC(C)(C)C